4-(benzofuran-5-ylmethyl)-N-(1H-indol-3-yl)-3-oxo-3,4-dihydro-2H-benzo[b][1,4]thiazine-7-carboxamide O1C=CC2=C1C=CC(=C2)CN2C1=C(SCC2=O)C=C(C=C1)C(=O)NC1=CNC2=CC=CC=C12